CC1C(CN2CCCC12)(F)F methyl-2,2-difluorotetrahydro-1H-pyrrolizine